hexafluorophosphate iridium [Ir+3].F[P-](F)(F)(F)(F)F.F[P-](F)(F)(F)(F)F.F[P-](F)(F)(F)(F)F